1-(3-chloro-8-hydroxy-5-methyl-6,7,8,9-tetrahydropyrido[3,2-b]indolizin-7-yl)-2-oxopyrrolidin ClC1=CC=2C(=C3CC(C(CN3C2N=C1)O)N1C(CCC1)=O)C